O1CCN(CC1)CCNC=1C=2CNCC2C=CC1 N-(2-Morpholinoethyl)isoindolin-4-amine